3-bromo-N-cyclobutylbenzamide BrC=1C=C(C(=O)NC2CCC2)C=CC1